COC(C1=CC=C(C=C1)C=1N(C=C(N1)C(F)(F)F)CC)=O 4-(1-Ethyl-4-(trifluoromethyl)-1H-imidazol-2-yl)benzoic acid methyl ester